COC1=CC2=CC3=C(C(OC3)=O)C(=C2C=C1OC)C=1C=NC(=NC1)NC 6,7-dimethoxy-9-(2-(methylamino)pyrimidin-5-yl)naphtho[2,3-c]furan-1(3H)-one